4-(4-(2,5-Diazabicyclo[2.2.2]octan-2-yl)-2-((tetrahydro-1H-pyrrolizin-7a(5H)-yl)methoxy-d2)-5,8-dihydropyrido[3,4-d]pyrimidin-7(6H)-yl)-5,6-difluoronaphthalen-2-ol C12N(CC(NC1)CC2)C=2C1=C(N=C(N2)OC([2H])([2H])C23CCCN3CCC2)CN(CC1)C1=CC(=CC2=CC=C(C(=C12)F)F)O